COC(=O)N1C[C@@H](OCC1)CC1=C(N=C2N1C=C(C(=C2)OC)NC)C2=C(C=C(C=C2F)C(NC)=O)F (S)-2-((2-(2,6-difluoro-4-(methylcarbamoyl)phenyl)-7-methoxy-6-(methylamino)imidazo[1,2-a]pyridin-3-yl)methyl)morpholine-4-carboxylic acid methyl ester